6-(4-((3-(2,6-Dioxopiperidin-3-yl)-1-methyl-1H-indazol-7-yl)oxy)piperidine-1-carbonyl)nicotinonitrile O=C1NC(CCC1C1=NN(C2=C(C=CC=C12)OC1CCN(CC1)C(=O)C1=NC=C(C#N)C=C1)C)=O